7-(2-amino-7-fluorobenzo[d]thiazol-4-yl)-6-chloro-4-(piperazin-1-yl)quinazoline-8-carbonitrile NC=1SC2=C(N1)C(=CC=C2F)C2=C(C=C1C(=NC=NC1=C2C#N)N2CCNCC2)Cl